C(C(=O)N)(=O)OCCCC butyl oxamate